C1CNC[C@@H](C2=CC(=C(C=C21)O)O)C3=CC=CC=C3 The molecule is a 1-phenyl-2,3,4,5-tetrahydro-1H-3-benzazepine-7,8-diol that is the R-enantiomer of SKF 38393. It is a conjugate base of a (R)-SKF 38393(1+). It is an enantiomer of a (S)-SKF 38393.